2,4-bis(2-hydroxy-4-butoxyphenyl)-6-(2,4-bis-butoxyphenyl)-1,3,5-triazine OC1=C(C=CC(=C1)OCCCC)C1=NC(=NC(=N1)C1=C(C=C(C=C1)OCCCC)O)C1=C(C=C(C=C1)OCCCC)OCCCC